3-(Difluoromethyl)-1-((1R,4R)-4-(((3-(3-(2,4-Dioxotetrahydropyrimidine-1(2H)-yl)-4-methoxybenzoyl)-3-azaspiro[5.5]undec-9-yl)(methyl)amino)methyl)cyclohexyl)-1H-pyrazole FC(C1=NN(C=C1)C1CCC(CC1)CN(C)C1CCC2(CCN(CC2)C(C2=CC(=C(C=C2)OC)N2C(NC(CC2)=O)=O)=O)CC1)F